acetic acid (4,9,9-trimethylspiro[4.5]dec-2-en-10-yl) ester CC1C=CCC12CCCC(C2OC(C)=O)(C)C